2-(2-methyl-5-nitro-1H-imidazol-1-yl)ethyl (R)-3-acetyl-2,2-dimethylthiazolidine-4-carboxylate C(C)(=O)N1C(SC[C@H]1C(=O)OCCN1C(=NC=C1[N+](=O)[O-])C)(C)C